tert-butyl-(2-((6-amino-5-((2-((isobutoxycarbonyl) oxy) phenyl) diazenyl) pyridin-2-yl) amino)-2-oxoethyl) carbamate C(N)(OC(C(=O)NC1=NC(=C(C=C1)N=NC1=C(C=CC=C1)OC(=O)OCC(C)C)N)C(C)(C)C)=O